6-((1R,3R)-3-(1-isopropyl-3-(trifluoromethyl)-1H-pyrazol-5-yl)cyclopentyl)-2-thia-6-azaspiro[3.4]octane 2,2-dioxide C(C)(C)N1N=C(C=C1[C@H]1C[C@@H](CC1)N1CC2(CS(C2)(=O)=O)CC1)C(F)(F)F